COC(CC[Mg]Cl)OC 3,3-dimethoxypropyl-magnesium chloride